N-(4-fluoro-2-(((3S,6S)-6-methoxyhexahydrofuro[3,2-b]furan-3-yl)oxy)phenyl)-6-(piperazin-1-yl)pyrido[3,2-d]pyrimidin-4-amine FC1=CC(=C(C=C1)NC=1C2=C(N=CN1)C=CC(=N2)N2CCNCC2)O[C@@H]2C1C(OC2)[C@H](CO1)OC